(S)-3-(3-(1,6-dimethyl-4-oxo-2-oxo-1,2-dihydropyridin-3-yl)ureido)-3-(2',6'-dimethylbiphenyl-3-yl)propanoic acid sodium salt [Na+].CN1C(C(C(C=C1C)=O)NC(N[C@@H](CC(=O)[O-])C=1C=C(C=CC1)C1=C(C=CC=C1C)C)=O)=O